4-(4-(2-(4-fluorophenyl)acetamido)phenyl)-7-methoxyquinazoline-6-yl acetate C(C)(=O)OC=1C=C2C(=NC=NC2=CC1OC)C1=CC=C(C=C1)NC(CC1=CC=C(C=C1)F)=O